(2S,3R)-2-((R)-4-((3R,5S,7R,8R,9S,10S,13R,14S,17R)-3,7-dihydroxyl-10,13-dimethyl-hexadecahydro-1H-cyclopenta[a]phenanthren-17-yl)pentanamido)-3-methylpentanoic acid O[C@@H]1CC[C@@]2([C@H]3CC[C@@]4([C@H](CC[C@H]4[C@@H]3[C@@H](C[C@@H]2C1)O)[C@@H](CCC(=O)N[C@H](C(=O)O)[C@@H](CC)C)C)C)C